BrC1=CC=C(CC(C(=O)C2=CC=C(C=C2)N2CCOCC2)(CC)N(C)C)C=C1 4-bromo-benzyl-2-dimethylamino-1-(4-morpholinophenyl)-butan-1-one